nitropropionic acid CC(C(=O)O)[N+](=O)[O-]